[Ir+3].CC=1C(=NC2=CC=CC=C2C1)C1=CC=CC=C1.CC=1C(=NC2=CC=CC=C2C1)C1=CC=CC=C1 bis(3-methyl-2-phenylquinoline) iridium(III)